FC1=C2C=CN(C2=CC=C1F)C1CCNCC1 4,5-difluoro-1-(piperidin-4-yl)-1H-indole